O,O-diethyl O-4-nitro-m-tolyl phosphorothioate P(OCC)(OCC)(OC=1C=C(C=CC1[N+](=O)[O-])C)=S